NCCN(CCNC(OC(C)(C)C)=O)CCNC(OC(C)(C)C)=O di-tert-butyl (((2-aminoethyl)azanediyl)bis(ethane-2,1-diyl))dicarbamate